C[C@@H]1COC[C@H](N1C[C@@H]1NC[C@H](N(C1)C(=O)OC(C)(C)C)C)C tert-butyl (2R,5S)-5-(((3R,5R)-3,5-dimethylmorpholino)methyl)-2-methylpiperazine-1-carboxylate